4-[2-(4-aminopiperidin-1-yl)-5-(4-methoxyphenyl)pyrimidin-4-yl]benzonitrile NC1CCN(CC1)C1=NC=C(C(=N1)C1=CC=C(C#N)C=C1)C1=CC=C(C=C1)OC